NC1=NC=CC=C1C1=CC(=NO1)CC1=CC=C(C=C1)CO (4-((5-(2-aminopyridin-3-yl)isoxazol-3-yl)methyl)phenyl)methanol